C(=C)C=1C=CC(=C2C(NC(C12)=O)C1=C(C=CC=C1)C)NC(=O)C1=CSC2=C1C=CC=C2 N-[7-vinyl-3-(2-methylphenyl)-1-oxo-2,3-dihydro-1H-isoindol-4-yl]-1-benzothiophene-3-carboxamide